6-methoxy-5-({6-[(1R,2S)-5'-methoxy-2'-oxo-1',2'-dihydrospiro[cyclopropane-1,3'-indol]-2-yl]-1H-indazol-3-yl}amino)-2,3-dihydro-1H-1-benzothiophene-1,1-dione COC1=CC2=C(CCS2(=O)=O)C=C1NC1=NNC2=CC(=CC=C12)[C@@H]1C[C@@]12C(NC1=CC=C(C=C21)OC)=O